7-((3aR,7aS)-1-(5-chloropyridin-2-yl)octahydro-5H-pyrrolo[3,2-c]pyridin-5-yl)-2,4-dimethyl-5-oxo-4,5-dihydrothiazolo[5,4-b]pyridine-6-carbonitrile ClC=1C=CC(=NC1)N1CC[C@@H]2CN(CC[C@@H]21)C=2C1=C(N(C(C2C#N)=O)C)SC(=N1)C